CC(C)(C)[Si](OC1=CC=C(NC2=CC=CC=C2)C=C1)(C)C 4-[[(1,1-dimethylethyl)dimethylsilyl]oxy]-N-phenylaniline